NC(C(=O)O)CN1CCNCC1 2-amino-3-(piperazin-1-yl)propanoic acid